2-bromo-1-(2-fluorophenyl)ethane BrCCC1=C(C=CC=C1)F